1-dodecyl-3-butylpyridinium fluoride salt [F-].C(CCCCCCCCCCC)[N+]1=CC(=CC=C1)CCCC